CC(=O)N[C@@H]1[C@H]([C@H]([C@H](O[C@H]1O)COS(=O)(=O)O)O)O[C@H]2[C@@H]([C@H](C=C(O2)C(=O)O)O)O The molecule is a 2-acetamido-2-deoxy-3-O-(4-deoxy-alpha-L-threo-hex-4-enopyranosyluronic acid)-6-O-sulfo-D-galactopyranose in which the galactose residue has beta-configuration at the anomeric centre. It is an oligosaccharide sulfate, a 2-acetamido-2-deoxy-3-O-(4-deoxy-alpha-L-threo-hex-4-enopyranosyluronic acid)-6-O-sulfo-D-glucopyranose and a member of acetamides. It derives from a beta-D-4-deoxy-Delta(4)-GlcpA-(1->3)-beta-D-GalpNAc and a 4-deoxy-Delta(4)-beta-D-GlcpA. It is a conjugate acid of a beta-D-4-deoxy-Delta(4)-GlcpA-(1->3)-beta-D-GalpNAc6S(2-).